N-(5-(2-(((1r,4r)-4-aminocyclohexyl)amino)quinazolin-6-yl)-1,3,4-thiadiazol-2-yl)-2-chlorobenzene-sulfonamide NC1CCC(CC1)NC1=NC2=CC=C(C=C2C=N1)C1=NN=C(S1)NS(=O)(=O)C1=C(C=CC=C1)Cl